(S)-4,4-difluoropyrrolidine-2-carbonitrile hydrochloride Cl.FC1(C[C@H](NC1)C#N)F